5-(piperidin-1-yl)-2-(2-(pyridin-2-yl)-1H-benzimidazol-5-yl)isoindolin-1-one N1(CCCCC1)C=1C=C2CN(C(C2=CC1)=O)C1=CC2=C(NC(=N2)C2=NC=CC=C2)C=C1